1-[5-(3-fluorophenyl)-6-methyl-pyrrolo[2,3-f]indazol-1-yl]-2,2-dimethyl-propan-1-one FC=1C=C(C=CC1)N1C(=CC2=C1C=C1C=NN(C1=C2)C(C(C)(C)C)=O)C